O=C1NC(=NC2=C1CN(CCC2)C(=O)OC(C)(C)C)C2(CC2)C=2SC=C(C2)C2CCOCC2 tert-butyl 4-oxo-2-(1-(4-(tetrahydro-2H-pyran-4-yl)thiophen-2-yl)cyclopropyl)-3,4,5,7,8,9-hexahydro-6H-pyrimido[5,4-c]azepine-6-carboxylate